potassium laurate, monosodium salt [Na+].C(CCCCCCCCCCC)(=O)[O-].[K+].C(CCCCCCCCCCC)(=O)[O-]